FC=1C2=C(N3C1CN(CC3)C(CCOCC3NCC3)=O)N=CC(=C2)N2CCNCC2 2-((3-(5-fluoro-3-(piperazin-1-yl)-8,9-dihydropyrido[3',2':4,5]pyrrolo[1,2-a]pyrazin-7(6H)-yl)-3-oxopropoxy)methyl)azetidin